tert-butyl 2-(5-(2-((2-cyanoethyl)(isopropyl)carbamoyl)-4-fluoro phenoxy)pyrimidin-4-yl)-2,7-diazaspiro[3.5]nonane-7-carboxylate C(#N)CCN(C(=O)C1=C(OC=2C(=NC=NC2)N2CC3(C2)CCN(CC3)C(=O)OC(C)(C)C)C=CC(=C1)F)C(C)C